7-benzamido-4-hydroxynaphthalene C(C1=CC=CC=C1)(=O)NC1=CC=C2C(=CC=CC2=C1)O